3-isobutyl-1H-benzimidazol-2-one C(C(C)C)N1C(NC2=C1C=CC=C2)=O